FC=1C=C(C=C(C1OC)OC)/C=C/C(=O)C=1C=C(OCC(=O)OC(C)(C)C)C=CC1 tert-butyl (E)-2-(3-(3-(3-fluoro-4,5-dimethoxyphenyl)acryloyl)phenoxy)acetate